C1(=CC=CC=C1)S(=O)(=O)O.FC=1C(=NC=CC1OC)CNC(=O)C=1C(=NN(C1)CC1=CC=C(C=C1)CN1C(C=CC=C1)=O)COC N-[(3-fluoro-4-methoxypyridin-2-yl)methyl]-3-(methoxymethyl)-1-({4-[(2-oxopyridin-1-yl)methyl]phenyl}methyl)pyrazole-4-carboxamide benzenesulfonate